[Si](C1=CC=CC=C1)(C1=CC=CC=C1)(C(C)(C)C)OC[C@@H]1O[C@H]([C@@H]([C@H]1N)F)C(OC)OC (2R,3S,4R,5S)-2-(((tert-Butyldiphenylsilyl)oxy)methyl)-5-(dimethoxymethyl)-4-fluorotetrahydrofuran-3-amine